NC1=C2C=NN(C2=C(C=C1)Cl)CC#N 2-(4-amino-7-chloro-1H-indazol-1-yl)acetonitrile